2-[2-[(tert-butoxycarbonyl)amino]ethoxy]ethyl methanesulfonate CS(=O)(=O)OCCOCCNC(=O)OC(C)(C)C